5-Bromoisatoic anhydride BrC1=CC=C2C(C(=O)OC(N2)=O)=C1